FC=1C=C(OC2CCC3=CC=C(C=C23)NC(C=C)=O)C=C(C1)F N-(3-(3,5-difluorophenoxy)-2,3-dihydro-1H-inden-5-yl)acrylamide